(Z)-hex-3-en-1-yl butyrate C(CCC)(=O)OCC\C=C/CC